5-(((5-(5-(1-([1,1'-Biphenyl]-3-yl)ethyl)-1,2,4-oxadiazol-3-yl)-2-methylphenyl)amino)methyl)thiophene-2-carboxylic acid C1(=CC(=CC=C1)C(C)C1=NC(=NO1)C=1C=CC(=C(C1)NCC1=CC=C(S1)C(=O)O)C)C1=CC=CC=C1